C(C)(C)(C)OC(=O)N(C)CC1=C(C=CC=C1)C=1C=CSC1 4-(2-(((tert-butoxycarbonyl)(methyl)amino)methyl)phenyl)thiophene